FC=1C=CC(=C(C#N)C1)OCCOC1=CC(=CC=C1)N1C(=NC=C1)C 5-fluoro-2-(2-(3-(2-methyl-1H-imidazol-1-yl)phenoxy)ethoxy)benzonitrile